C1(CC1)NC(=O)C1=CC=C(C=C1)COC1=CC=CC(=N1)C1=CC(=C(C=C1F)CC=1N(C2=C(N1)C=CC(=C2)C(=O)O)CCOC)F 2-[[4-[6-[[4-(cyclopropylcarbamoyl)phenyl]methoxy]-2-pyridyl]-2,5-difluorophenyl]methyl]-3-(2-methoxyethyl)benzimidazole-5-carboxylic acid